C(C)(=O)N1CC(CCC1)C1=CC=2C(=C(N=NC2N[C@H](C)C2=CC(=CC=C2)C(F)(F)F)C)N(C1=O)C 3-(1-acetyl-3-piperidyl)-1,8-dimethyl-5-[[(1R)-1-[3-(trifluoromethyl)phenyl]ethyl]amino]-pyrido[2,3-d]pyridazine-2-one